tert-butyl 4-(6-bromo-2H-indazol-2-yl)piperidine-1-carboxylate BrC=1C=CC2=CN(N=C2C1)C1CCN(CC1)C(=O)OC(C)(C)C